tri-t-butyl-tin acetate C(C)(=O)[O-].C(C)(C)(C)[Sn+](C(C)(C)C)C(C)(C)C